C1C(CC12CCOCC2)OC2=NC=CC(=N2)C2=CN=C(S2)NC2=NC=C(C=C2)CN2CCCCC2 5-(2-((7-oxaspiro[3.5]nonan-2-yl)oxy)pyrimidin-4-yl)-N-(5-(piperidin-1-ylmethyl)pyridin-2-yl)thiazol-2-amine